C(#N)C1(CCC(C(C1)C(=O)OC)=O)C1=CC(=CC=C1)F Methyl 5-cyano-5-(3-fluorophenyl)-2-oxocyclohexanecarboxylate